(R)-2-(4-(4-(1-(pent-2-yl)-1H-pyrazol-4-yl)pyrazolo[1,5-a]pyrazin-6-yl)-1H-pyrazol-1-yl)propane-1,3-diol C[C@H](CCC)N1N=CC(=C1)C=1C=2N(C=C(N1)C=1C=NN(C1)C(CO)CO)N=CC2